2-(4-methylphenyl)-4[3H]quinazolinone CC1=CC=C(C=C1)C1=NC2=CC=CC=C2C(N1)=O